methyl 2-bromo-5-chloro-3-methoxybenzoate BrC1=C(C(=O)OC)C=C(C=C1OC)Cl